2-Amino-N-[5-[(5-cyclopropyl-1,3,4-thiadiazol-2-yl)carbamoyl]-4-fluoro-2-methylphenyl]-1,3-thiazole-5-carboxamide NC=1SC(=CN1)C(=O)NC1=C(C=C(C(=C1)C(NC=1SC(=NN1)C1CC1)=O)F)C